ethyl [1-(pyridin-3-yl)azetidin-3-yl]acetate N1=CC(=CC=C1)N1CC(C1)CC(=O)OCC